FC1=CC=C(C=C1)C=1N=C2N(C=CC=C2)C1CN1CCN(CC1)C(=O)C1CCCCC1 (4-{[2-(4-Fluorophenyl)imidazo[1,2-a]pyridin-3-yl]methyl}piperazin-1-yl)(cyclohexyl)methanone